1-(4-(2-(6-((7R)-7-Amino-2-azabicyclo[2.2.1]heptane-2-carbonyl)-4-methoxy-3-methylpyrazolo[1,5-a]pyridin-2-yl)-1-(cyclopropylmethyl)-1H-indol-7-yl)piperidin-1-yl)ethan-1-one N[C@H]1C2N(CC1CC2)C(=O)C=2C=C(C=1N(C2)N=C(C1C)C=1N(C2=C(C=CC=C2C1)C1CCN(CC1)C(C)=O)CC1CC1)OC